Cl.C(C1=CC=CC=C1)OC([C@@H](NC)C(C)C)=O N-methyl-L-valine benzyl ester HCl salt